BrC1=CC=C(O1)C(=O)NC1=C(C=C(C(=C1)CCN1CCOCC1)F)N1CCCCC1 5-bromo-N-(4-fluoro-5-(2-morpholinoethyl)-2-(piperidin-1-yl)phenyl)furan-2-carboxamide